[3-(benzofuran-3-yl)-1-(methylsulfanyl-methyl)pyrazolo[4,3-c]pyridin-6-yl]-(8-endo-hydroxy-3-azabicyclo[3.2.1]oct-3-yl)methanone O1C=C(C2=C1C=CC=C2)C2=NN(C1=C2C=NC(=C1)C(=O)N1CC2CCC(C1)C2O)CSC